tert-butyl 6-(6-(6-amino-1H-benzo[d]imidazol-2-yl)-7-(4-fluoro-2-(2-methoxyethoxy)phenyl)thieno[3,2-c]pyridin-4-yl)-3,4-dihydroisoquinoline-2(1H)-carboxylate NC=1C=CC2=C(NC(=N2)C2=C(C3=C(C(=N2)C=2C=C4CCN(CC4=CC2)C(=O)OC(C)(C)C)C=CS3)C3=C(C=C(C=C3)F)OCCOC)C1